ClCC(CCS(=O)(=O)C)=O 1-chloro-4-(Methylsulfonyl)butan-2-one